O=C1NC=C(C(N1CC1=C(C=C(C=C1)Cl)Cl)=O)C(=O)NC1=CC=CC=C1 2,4-Dioxo-3-(2,4-dichlorobenzyl)-N-phenyl-1,2,3,4-tetrahydropyrimidine-5-carboxamide